OC1CCN(CC1)C(=O)C=1C2=C(N(N1)CCC1CCC(CC1)OC1=NC=CC=C1C)C[C@@H]1[C@H]2C1 (4-Hydroxypiperidin-1-yl)((3bR,4aR)-1-(2-((1s,4S)-4-((3-methylpyridin-2-yl)oxy)cyclohexyl)ethyl)-3b,4,4a,5-tetrahydro-1H-cyclopropa[3,4]cyclopenta[1,2-c]pyrazol-3-yl)methanon